ClC=1C(=NC(=NC1)N[C@H]1[C@@H](COCC1)O)C=1C=C(C=2N(C1)C(=C(N2)C(C)(C)O)C(C)C)F (3S,4R)-4-((5-chloro-4-(8-fluoro-2-(2-hydroxypropan-2-yl)-3-isopropylimidazo[1,2-a]pyridin-6-yl)pyrimidin-2-yl)amino)tetrahydro-2H-pyran-3-ol